[Br-].C[N+](CCC[Si](OC)(OC)OC)(CCCCCCCCCCCCCCCC)C dimethyl-hexadecyl-[3-(trimethoxysilyl)propyl]ammonium bromide